(e)-N2-isobutyryl-2'-O-[2,2-dimethyl-(R/S)-1-(2-nitrophenyl)propyloxy]Methyl-guanosine C(C(C)C)(=O)NC=1NC(C=2N=CN([C@H]3[C@H](OCO[C@H](C(C)(C)C)C4=C(C=CC=C4)[N+](=O)[O-])[C@H](O)[C@@H](CO)O3)C2N1)=O |&1:18|